5-[[2-[2-(Benzothiophen-3-yl)-5-methyl-1-piperidyl]-2-oxo-acetyl]amino]-2-methoxy-pyridine-3-carboxamide S1C=C(C2=C1C=CC=C2)C2N(CC(CC2)C)C(C(=O)NC=2C=C(C(=NC2)OC)C(=O)N)=O